5,6-Dihydro-2H-1,2-oxazine O1NC=CCC1